FC1=CC(=C(CC2(C[C@@H]3[C@@H](CN(C3)CC(C3=CC=C(C=C3)O)O)C2)O)C=C1)C |r| rac-(3aR,5r,6aS)-5-(4-fluoro-2-methylbenzyl)-2-(2-hydroxy-2-(4-hydroxyphenyl)ethyl)octahydrocyclopenta[c]pyrrol-5-ol